bis(triethylphosphine) platinum dichloride [Pt](Cl)Cl.C(C)P(CC)CC.C(C)P(CC)CC